5-amino-3-cyclopropyl-1-(1-(6-(trifluoromethyl)pyridin-3-yl)propyl)-1H-pyrazole-4-carbonitrile NC1=C(C(=NN1C(CC)C=1C=NC(=CC1)C(F)(F)F)C1CC1)C#N